4-(3-Ethyl-8,8-dimethyl-7-oxo-5,6,7,8-tetrahydronaphthalen-2-yl)piperidine-1-carboxylic acid tert-butyl ester C(C)(C)(C)OC(=O)N1CCC(CC1)C1=CC=2C(C(CCC2C=C1CC)=O)(C)C